C(C)(C)(C)C1=NN(C2=NC(=CC=C21)Cl)C(C)CC(F)(F)F tert-butyl-6-chloro-1-(4,4,4-trifluorobutan-2-yl)-1H-pyrazolo[3,4-b]pyridine